OCC1CC(CC1)O 3-Hydroxymethyl-cyclopentanol